C(C)(C)(C)OC(C(C[C@H](CC1=CC=C(C=C1)O)NC(=O)OC(C)(C)C)C)=O (4R)-4-((tert-Butoxycarbonyl)amino)-5-(4-hydroxyphenyl)-2-methylpentanoic acid tert-butyl ester